CC1(OB(OC1(C)C)C1=CC=2N(C=C1)N=C(C2)N)C 5-(4,4,5,5-tetramethyl-1,3,2-dioxaborolan-2-yl)pyrazolo[1,5-a]pyridin-2-amine